CC1=C(O)C=CC(C1)(O)Cl 2-methyl-4-chlorohydroquinone